C(C=C)(=O)OCCCCO[Si](OC)(OC)C acryloxypropyl-methyl-trimethoxysilane